(S)-2-(2-cyano-4-fluorophenyl)-N-(1-cyclopropylethyl)-4-methylimidazo[1,5-b]Pyridazine C(#N)C1=C(C=CC(=C1)F)[C@@H]1C=C(C=2N(N1C(C)C1CC1)C=NC2)C